CN1C2=C(N=CC1=O)C=CC(=N2)OCCNC[C@@H]2CN(C(O2)=O)C2=NC1=C(OCC(N1)=O)N=C2 (R)-6-(5-(((2-((4-methyl-3-oxo-3,4-dihydropyrido[2,3-b]pyrazin-6-yl)oxy)ethyl)amino)methyl)-2-oxooxazolidin-3-yl)-2H-pyrazino[2,3-b][1,4]oxazin-3(4H)-one